benzyl (5S,8S,10aR)-5-[(tert-butoxycarbonyl)amino]-8-[[(1S)-3-carbamoyl-1-(pyridin-2-yl)propyl]carbamoyl]-6-oxo-octahydropyrrolo[1,2-a][1,5]diazocine-3-carboxylate C(C)(C)(C)OC(=O)N[C@H]1CN(CC[C@@H]2N(C1=O)[C@@H](CC2)C(N[C@@H](CCC(N)=O)C2=NC=CC=C2)=O)C(=O)OCC2=CC=CC=C2